1-((3S,4R)-4-(3,4-difluorophenyl)-1-(2-methoxyethyl)pyrrolidin-3-yl)-3-(2-phenylpyrazolo[1,5-a]pyridin-3-yl)urea FC=1C=C(C=CC1F)[C@H]1[C@@H](CN(C1)CCOC)NC(=O)NC=1C(=NN2C1C=CC=C2)C2=CC=CC=C2